tert-butyl-4-(tert-butyl)-3-methylaniline C(C)(C)(C)NC1=CC(=C(C=C1)C(C)(C)C)C